5-tertiary butyl-benzothiophene C(C)(C)(C)C=1C=CC2=C(C=CS2)C1